ClC1=CC=C(CC#N)C=C1 4-chlorobenzyl cyanide